CC(CC1=CC=C(C=C1)[C@H](C(=O)O)C)C |r| (RS)-2-(4-(2-methylpropyl)phenyl)propanoic acid